C1OS(=O)(=O)CS(=O)(=O)O1 methanedisulfonic methylene ester